N(=C=O)CCCCCCN(C(=O)NCCCCCCN=C=O)C(NCCCCCCN=C=O)=O 1,3-bis(6-isocyanatohexyl)-1-(6-isocyanatohexylcarbamoyl)urea